CNC1=CC(=CC=C1)C1NCCCC1 N-methyl-3-(2-piperidyl)aniline